tert-butyl (1-(4-(4-((1-(tert-butyl)-1H-1,2,3-triazole-4-carboxamido)methyl)-3-methylphenyl)pyridin-3-yl)-2-oxopyrrolidin-3-yl)(methyl)carbamate C(C)(C)(C)N1N=NC(=C1)C(=O)NCC1=C(C=C(C=C1)C1=C(C=NC=C1)N1C(C(CC1)N(C(OC(C)(C)C)=O)C)=O)C